ClC=1C=C2C(=C(NC2=CC1)CN(C)C)C1NC(C2=CC=C(C=C12)O)=O 3-{5-chloro-2-[(dimethylamino)methyl]-1H-indol-3-yl}-5-hydroxy-2,3-dihydro-1H-isoindol-1-one